2-(2-furyl)-5-[[(2R)-1-methylpyrrolidin-2-yl]methylamino]pyrazolo[1,5-a]pyrimidine-3-carbonitrile O1C(=CC=C1)C1=NN2C(N=C(C=C2)NC[C@@H]2N(CCC2)C)=C1C#N